N-((S)-(7-((R*)-1-(2-(3,3-Difluorocyclobutyl)acetamido)propyl)imidazo[1,2-b]pyridazin-2-yl)(4,4-difluorocyclohexyl)methyl)-1-(ethyl-d5)-1H-pyrazole-5-carboxamide FC1(CC(C1)CC(=O)N[C@H](CC)C1=CC=2N(N=C1)C=C(N2)[C@@H](NC(=O)C2=CC=NN2C(C([2H])([2H])[2H])([2H])[2H])C2CCC(CC2)(F)F)F |o1:9|